BrC1=CC=CC(=N1)C1=NN=CN1C1CCCCC1 4-(3-(6-bromopyridin-2-yl)-4H-1,2,4-triazol-4-yl)cyclohexane